C1(CCCCC1)C1=NC(=C(C(=O)OC)C=C1)OC methyl 6-cyclohexyl-2-methoxynicotinate